2-[4-(hydroxyamino)-3-(4-methanesulfonylphenyl)-1-methyl-5-oxo-4,5-dihydro-1H-pyrazol-4-yl]acetic acid ONC1(C(=NN(C1=O)C)C1=CC=C(C=C1)S(=O)(=O)C)CC(=O)O